C(#C)C1C(CC1)(F)F ethynyl-1,1-difluorocyclobutane